TETRAKIS(HYDROXYMETHYL)PHOSPHONIUM SULFATE S(=O)(=O)([O-])[O-].OC[P+](CO)(CO)CO.OC[P+](CO)(CO)CO